N1N=CC=2C(=C3C(=CC12)C=CC=C3)O benzo[f]indazol-4-ol